[Al].[Mn].[Co].[Ni].[Ce].[La] lanthanum-cerium-nickel-cobalt-manganese-aluminum